2-chloro-N4-[[4-[5-methoxy-3-(trifluoromethyl)pyrazol-1-yl]phenyl]methyl]pyrimidine-4,5-diamine ClC1=NC=C(C(=N1)NCC1=CC=C(C=C1)N1N=C(C=C1OC)C(F)(F)F)N